C(C1=CC=CC=C1)NC=1NC(C=2NC=NC2N1)=O benzyl-guanin